(7R,14R)-1-(difluoromethoxy)-11-[2-methyl-4-(methylsulfonyl)phenyl]-6,7-dihydro-7,14-methanobenzimidazo[1,2-b][2,5]benzodiazocin FC(OC1=CC=CC2=CN[C@H]3C=4N(C(=C21)C3)C3=C(N4)C=CC(=C3)C3=C(C=C(C=C3)S(=O)(=O)C)C)F